6-{7-[(3R,4R)-3-fluoro-2,2-dimethylpiperidin-4-yl]-7H-pyrrolo[2,3-c]pyridazin-3-yl}-2-methyl-1,3-benzooxazol-5-ol F[C@H]1C(NCC[C@H]1N1C=CC2=C1N=NC(=C2)C2=CC1=C(N=C(O1)C)C=C2O)(C)C